ClC=1C(N(C(=CC1OC([2H])([2H])C1=NC=C(C=C1F)F)C)C1=CC(=NC=C1C)N1N=C(C=C1)C(CC#N)(C)C)=C=O 3-(1-(3-chloro-4-((3,5-difluoropyridin-2-yl)methoxy-d2)-5',6-dimethyl-2-carbonyl-2H-[1,4'-bipyridine]-2'-yl)-1H-pyrazol-3-yl)-3-methylbutyronitrile